3-cyclobutyl-4-nitroso-3,4-dihydroquinoxalin-2(1H)-one C1(CCC1)C1C(NC2=CC=CC=C2N1N=O)=O